COC=1C=C2C=C(NC2=CC1)CO (5-Methoxy-1H-indol-2-yl)methanol